CC1=C(C=CC=C1OCCCN1CCC2(CCCC(N2)=O)CC1)C=1C(=C(C=CC1)C=1SC2=C(CNCC2)N1)C#N 2'-methyl-3'-(3-(2-oxo-1,9-diazaspiro[5.5]undec-9-yl)propoxy)-3-(4,5,6,7-tetrahydrothiazolo[4,5-c]pyridin-2-yl)-[1,1'-biphenyl]-2-carbonitrile